palladium-gold-nickel [Ni].[Au].[Pd]